C(C)(C)(C)OC(=O)N1CC2(C(CC1)(F)F)NC(C=1N2C(C(=CC1Cl)NC1=NC=NC=C1)=O)=O 8-chloro-4',4'-difluoro-1,5-dioxo-6-(pyrimidin-4-ylamino)-1,5-dihydro-2H-spiro[imidazo[1,5-a]pyridine-3,3'-piperidine]-1'-carboxylic acid tert-butyl ester